4-((S)-4-((benzyloxy)carbonyl)-3-(cyanomethyl)piperazin-1-yl)-2-(methylsulfinyl)-5,8-dihydropyrido[3,4-d]pyrimidine-7(6H)-carboxylic acid tert-butyl ester C(C)(C)(C)OC(=O)N1CC=2N=C(N=C(C2CC1)N1C[C@@H](N(CC1)C(=O)OCC1=CC=CC=C1)CC#N)S(=O)C